P(=O)(O)(O)OCC=1C(=C(C(=NC1)C)O)CN pyridoxamine phosphate